(R)-N-(3,3-difluoro-1-(3-methyloxetan-3-yl)piperidin-4-yl)-5-(1-(2,2-difluoroethyl)-1H-benzo[d][1,2,3]triazol-6-yl)-4-methoxypyrrolo[2,1-f][1,2,4]triazin-7-d-2-amine FC1(CN(CC[C@H]1NC1=NN2C(C(=N1)OC)=C(C=C2[2H])C=2C=CC1=C(N(N=N1)CC(F)F)C2)C2(COC2)C)F